2-(7-Methyl-1-Oxo-2-Azaspiro[3.5]Nonan-2-Yl)Acetamide CC1CCC2(CN(C2=O)CC(=O)N)CC1